FC(C/C(=C(\C=1C=C2C(=NN(C2=CC1)C1OCCCC1)F)/C=1C=CC(=NC1)OC1CCN(CC1)C(=O)OC(C)(C)C)/C1=CC=CC=C1)(F)F Tert-butyl (Z)-4-((5-(4,4,4-trifluoro-1-(3-fluoro-1-(tetrahydro-2H-pyran-2-yl)-1H-indazol-5-yl)-2-phenylbut-1-en-1-yl)pyridin-2-yl)oxy)piperidine-1-carboxylate